C(C1CO1)OC1=CC=C(C=C1)C(C)(C)C1=CC=C(C=C1)OCC1CO1 2,2-bis(4'-glycidoxyphenyl)propane